CC1(OC2=C(O1)C=CC(=C2)C=2C=CC=C(C2)O)C 5-(2,2-dimethyl-2H-1,3-benzodioxol-5-yl)phenol